5-tert-butyl-butylphenol C(C)(C)(C)C=1C=CC(=C(C1)O)CCCC